C1(CCC1)CNCC=1NC2=CC(=CC=C2C1)CN1C(C2=CN=CC(=C2C=C1)C(C)(F)F)=O 2-[[2-[(cyclobutylmethylamino)methyl]-1H-indol-6-yl]methyl]-5-(1,1-difluoroethyl)-2,7-naphthyridin-1-one